(R)-N'-((1,2,3,5,6,7-hexahydro-s-indacen-4-yl)carbamoyl)-N-methylmethane-sulfonimidamide C1CCC2=C(C=3CCCC3C=C12)NC(=O)N=[S@@](=O)(NC)C